2'-[6-amino-5-(trifluoromethyl)pyridin-3-yl]-N-[(pyridin-2-yl)methyl]-5',6'-dihydrospiro[azetidine-3,4'-pyrrolo[1,2-b]pyrazole]-1-carboxamide NC1=C(C=C(C=N1)C=1C=C2N(N1)CCC21CN(C1)C(=O)NCC1=NC=CC=C1)C(F)(F)F